oleic acid butyl-stearate C(CCC)OC(CCCCCCCCCCCCCCCCC)=O.C(CCCCCCC\C=C/CCCCCCCC)(=O)O